3-[5-[1-[[4-[(2R)-2-aminopropoxy]cyclohexyl]methyl]azetidin-3-yl]-4-fluoro-3-methyl-2-oxo-benzimidazol-1-yl]piperidine-2,6-dione N[C@@H](COC1CCC(CC1)CN1CC(C1)C1=C(C2=C(N(C(N2C)=O)C2C(NC(CC2)=O)=O)C=C1)F)C